tert-butyl (1S)-1-[[(1S)-2-methoxy-2-oxo-1-[[(3S)-2-oxopyrrolidin-3-yl]methyl] ethyl] carbamoyl]-3,4-dihydro-1H-isoquinoline-2-carboxylate COC([C@H](C[C@H]1C(NCC1)=O)NC(=O)[C@H]1N(CCC2=CC=CC=C12)C(=O)OC(C)(C)C)=O